6-Ethyl-2-piperazin-1-yl-pyridine-3-carbonitrile hydrochloride Cl.C(C)C1=CC=C(C(=N1)N1CCNCC1)C#N